C(=O)C=1C=C(C=CC1O)C1=CC(=CC(=C1)C1=CC(=C(C=C1)O)C=O)C1=CC(=C(C=C1)O)C=O 1,3,5-tri(3-formyl-4-hydroxyphenyl)benzene